(1R,2S)-2-(3,4-difluorophenyl)cyclopropane-1-amine FC=1C=C(C=CC1F)[C@H]1[C@@H](C1)N